2-((1S,2S,3R,6S,8S)-2-(aminomethyl)tricyclo[4.2.1.03,8]nonan-2-yl)acetic acid NC[C@@]1([C@@H]2[C@H]3C[C@H](CC[C@@H]13)C2)CC(=O)O